COC1=C(C=CC(=C1)P1(CCN(CC1)C1COC1)=O)NC=1N=C(C2=C(N1)NC=C2C#N)N[C@@H]2COCC2 (S)-2-((2-methoxy-4-(1-(oxetan-3-yl)-4-oxido-1,4-azaphosphinan-4-yl)phenyl)amino)-4-((tetrahydrofuran-3-yl)amino)-7H-pyrrolo[2,3-d]pyrimidine-5-carbonitrile